ClC1=CC=C(C=C1)N[C@H]1[C@H](CN(CC1)C=1C2=C(N(C(C1C#N)=O)C)SC(=N2)C)C 7-((3S,4R)-4-((4-chlorophenyl)amino)-3-methyl-piperidin-1-yl)-2,4-dimethyl-5-oxo-4,5-dihydrothiazolo[5,4-b]pyridine-6-carbonitrile